C(C)(C)(C)OC(=O)N1CC2(CC2)[C@@H]([C@@H]1CC=1C(=C(C=CC1)C1=CC(=CC=C1)F)F)NS(N(C)C)(=O)=O (6S,7S)-6-((2,3'-difluoro-[1,1'-biphenyl]-3-yl)methyl)-7-((N,N-dimethyl-sulfamoyl)amino)-5-azaspiro[2.4]heptane-5-carboxylic acid tert-butyl ester